(3-trifluoromethyl-phenyl)acrylic acid FC(C=1C=C(C=CC1)C(C(=O)O)=C)(F)F